BrC1=CC=C(C=C1)C=1C(=CC=C(C1)C1=CC=CC=C1)C1=CC=CC=C1 4-bromo-5'-phenyl-1,1':2',1''-terphenyl